2-(3-Chlorophenyl)-2,2-difluoro-1-phenylethyl ((S)-1-(((S)-4-amino-3,4-dioxo-1-((S)-2-oxopyrrolidin-3-yl)butan-2-yl)amino)-1-oxohexan-2-yl)carbamate NC(C([C@H](C[C@H]1C(NCC1)=O)NC([C@H](CCCC)NC(OC(C(F)(F)C1=CC(=CC=C1)Cl)C1=CC=CC=C1)=O)=O)=O)=O